(1R,2S)-N-((S)-2-(dimethylamino)-3-(4-hydroxy-2,6-dimethylphenyl)propyl)-2-methyl-2-phenylcyclopropane-1-carboxamide CN([C@H](CNC(=O)[C@H]1[C@](C1)(C1=CC=CC=C1)C)CC1=C(C=C(C=C1C)O)C)C